ethyl β-methoxypropionate COCCC(=O)OCC